3,3'-dimethoxy-biphenyl COC=1C=C(C=CC1)C1=CC(=CC=C1)OC